BrC1=CC=C(C(=N1)NC(=O)[C@H]1N([C@@H]2C[C@@]2(C1)C)C(=O)OC(C)(C)C)CC#N (1R,3S,5R)-tert-Butyl 3-(6-bromo-3-(cyanomethyl) pyridin-2-ylcarbamoyl)-5-methyl-2-azabicyclo[3.1.0]hexane-2-carboxylate